(1H-tetrazol-5-yl)-1H-indole-3-carboxamide N1N=NN=C1N1C=C(C2=CC=CC=C12)C(=O)N